FC1=CC=C(OC[C@@H]2N(C3CC([C@H]2C)C3)C(=O)C=3N=C(SC3C3=NC=CC=C3)C)C=C1 (3R,4R)-3-[(4-fluorophenoxy)methyl]-4-methyl-2-[2-methyl-5-(pyridin-2-yl)-1,3-thiazole-4-carbonyl]-2-azabicyclo[3.1.1]heptane